OCCNC1=CC=CC=C1 hydroxyethyl-aniline